(E)-Methyl-7-(1-(2-(bicyclo[1.1.1]pentan-1-ylamino)-2-oxoethyl)-2-oxo-1,2-dihydropyridin-3-ylamino)-6-(5-carbamoyl-1H-pyrrol-3-carboxamido)-7-oxohept-2-enoat COC(\C=C\CCC(C(=O)NC=1C(N(C=CC1)CC(=O)NC12CC(C1)C2)=O)NC(=O)C2=CNC(=C2)C(N)=O)=O